C(#N)[C@H]1N(CCC1)C(CN(C(OC(C)(C)C)=O)C12CC3(CC(CC(C1)C3)C2)SCCCCCCC)=O Tert-butyl (2-((S)-2-cyanopyrrolidin-1-yl)-2-oxoethyl)(3-(heptylthio)adamantan-1-yl)carbamate